COC=1C=C(C=NC1)C#CC1=C2CCCN(C2=CC=C1)C1=NC=2N(C3=CC=CC=C13)C(=NN2)C 5-[5-[2-(5-methoxy-3-pyridyl)ethynyl]-3,4-dihydro-2H-quinolin-1-yl]-1-methyl-[1,2,4]triazolo[4,3-a]quinazoline